OCCOC1=C(C=C(C=O)C=C1C)C 4-(2-hydroxy-ethoxy)-3,5-dimethylbenzaldehyde